O1N=C(C2=C1C=CC=C2)C=2C(=NC=CC2)[C@H](CC2=NC=CC=N2)N (S)-1-[3-(Benzo[d]isoxazol-3-yl)pyridine-2-yl]-2-(pyrimidin-2-yl)ethan-1-amine